NC1=NC=C(C=N1)OC1=CC=C(C=C1)N1C(N(CC1=O)C1=CC(=CC=C1)C(F)(F)F)=O 3-{4-[(2-amino-5-pyrimidinyl)oxy]phenyl}-1-[3-(trifluoromethyl)phenyl]-2,4-imidazolidinedione